BrC1=NNC2=CC=C(C=C12)C1(NC=C(C(=N1)NC1CCN(CC1)S(=O)(=O)C)F)N 2-(3-Bromo-1H-indazol-5-yl)-5-fluoro-N4-(1-(methylsulfonyl)piperidin-4-yl)pyrimidine-2,4-diamine